C(C)(C)(C)OC(=O)N1N=C(C=2N=C(N=CC21)C2=C(C=C1CCN(CC1=C2F)C(=O)OC(C)(C)C)F)I tert-Butyl 7-(1-(tert-butoxycarbonyl)-3-iodo-1H-pyrazolo[4,3-d]pyrimidin-5-yl)-6,8-difluoro-3,4-dihydroisoquinoline-2(1H)-carboxylate